CC=1C=C(\C=N\NC2=C3N=CN(C3=NC(=N2)N2CCOCC2)CC(=O)C2=CC=C(C=C2)C)C=CC1 (E)-2-(6-(2-(3-methylbenzylidene)hydrazinyl)-2-morpholino-9H-purin-9-yl)-1-(p-tolyl)ethan-1-one